(R)-5-(2-(3-((benzyloxy)methyl)-3-(2-ethoxy-1,1,1,3,3,3-hexafluoropropan-2-yl)pyrrolidin-1-yl)propan-2-yl)isothiazole C(C1=CC=CC=C1)OC[C@@]1(CN(CC1)C(C)(C)C1=CC=NS1)C(C(F)(F)F)(C(F)(F)F)OCC